4-amino-pyrrolidine-2-carboxylic acid NC1CC(NC1)C(=O)O